ethyl 2-((2-methyl-5-(4,4,5,5-tetramethyl-1,3,2-dioxaborolan-2-yl)phenyl)(propyl)amino)thiazole-4-carboxylate CC1=C(C=C(C=C1)B1OC(C(O1)(C)C)(C)C)N(C=1SC=C(N1)C(=O)OCC)CCC